2-{[2-(5-{1-[(6,7-dimethoxy-2-methylquinazolin-4-yl)amino]ethyl}-3-methyl-2-thienyl)benzyl](methyl)amino}ethanol COC=1C=C2C(=NC(=NC2=CC1OC)C)NC(C)C1=CC(=C(S1)C1=C(CN(CCO)C)C=CC=C1)C